C(C(=C)C)(=O)OCCC[Si](OCCC)(OCCC)OCCC γ-methacryloxypropyltri-n-propoxysilane